ClC=1C=C(C=CC1F)NC(=O)C1=C(N=CN1C)C1CC2CC(CC2C1)(C#CC1CC(C1)(C=1N=CN(C1)C)O)O N-(3-chloro-4-fluorophenyl)-4-(5-hydroxy-5-((3-hydroxy-3-(1-methyl-1H-imidazol-4-yl)cyclobutyl)ethynyl)octahydropentalen-2-yl)-1-methyl-1H-imidazole-5-carboxamide